hydantoin cyanide [C-]#N.N1C(=O)NC(=O)C1